methyl (S)-(+)-3-hydroxybutyrate C[C@@H](CC(=O)OC)O